N,2-dimethylbenzofuran-5-amine CNC=1C=CC2=C(C=C(O2)C)C1